O[C@@H]1C[C@@H]2CC([C@H]3[C@@H]4CC[C@H]([C@@H](CCCC(C)(C)O)C)[C@]4(CC[C@@H]3[C@]2(CC1)C)C)=O 3β,25-dihydroxy-5α-cholestan-7-one